CN1N=CC=C1CO (2-methylpyrazol-3-yl)methanol